C1(=CC=CC=C1)S(=O)(=O)NC(CC=1C=C(C=CC1)C(N)=N)C=1SC2=C(N1)C=CC=C2Cl 3-[2-Benzenesulfonamido-2-(7-chloro-1,3-benzothiazol-2-yl)ethyl]benzene-1-carboximidamide